p-anisic acid COC1=CC=C(C=C1)C(=O)O